5-(4-isopropoxypyridin-2-yl)-N-(5-methoxypyridin-2-yl)-1,3,4-thiadiazol-2-amine C(C)(C)OC1=CC(=NC=C1)C1=NN=C(S1)NC1=NC=C(C=C1)OC